FC(C1=C(C=CC(=C1)C(F)(F)F)[C@H](C)N1N=CC(=C1)NC(=O)C1=NOC(=C1C)C1=NC=CC=C1)(F)F (S)-N-(1-(1-(2,4-bis(trifluoromethyl)phenyl)ethyl)-1H-pyrazol-4-yl)-4-methyl-5-(pyridin-2-yl)isoxazole-3-carboxamide